OC(COC1=CC=C(C=C1)[I+]C1=CC=CC=C1)CCCCCCCCCCCC 4-(2-hydroxytetradecyloxy)phenylphenyliodonium